ClC1=CC(=C(COC2=CC=CC(=N2)C2CCN(CC2)CC=2N(C(=CN2)C(=O)O)C)C=C1)F ((4-(6-((4-chloro-2-fluorobenzyl)oxy)pyridin-2-yl)piperidin-1-yl)methyl)-1-methyl-1H-imidazole-5-carboxylic acid